1-ethoxy-2-(2-ethoxy-ethoxy)ethane C(C)OCCOCCOCC